COC(C)C12CC(CC(N1C(=O)NC1=NC=C(C(=C1)C1=NN(C=N1)C)C(F)(F)F)C2)C cis-1-(1-methoxyethyl)-3-methyl-N-(4-(1-methyl-1H-1,2,4-triazol-3-yl)-5-(trifluoromethyl)pyridin-2-yl)-6-azabicyclo[3.1.1]heptane-6-carboxamide